CC(C)(C)SN[C@@H](C)C1=CN=CS1 (R)-2-methyl-N-[(1S)-1-(1,3-thiazol-5-yl)ethyl]-2-propanesulfenamide